[OH-].C(C)(C)(C)C1=CC=[N+](C=C1)CCCS(=O)(=O)O 4-tert-butyl-1-(3-sulfopropyl)pyridinium hydroxide